1-methylspiro[bicyclo[4.1.0]heptane-3,2'-[1,3]dioxolane] CC12CC3(OCCO3)CCC2C1